C(CC)C=1C=NC(=NC1)N1CCC(CC1)C(C)O 1-(1-(5-propylpyrimidin-2-yl)piperidin-4-yl)ethanol